1-(5-chloro-1,3-dihydro-2H-isoindol-2-yl)-2-(1,3-thiazol-2-ylsulfonyl)ethanone ClC=1C=C2CN(CC2=CC1)C(CS(=O)(=O)C=1SC=CN1)=O